(E)-4-(4-fluorobenzylidene)-5-methyl-2-phenyl-2,4-dihydro-3H-pyrazol-3-one FC1=CC=C(\C=C/2\C(N(N=C2C)C2=CC=CC=C2)=O)C=C1